2-methyl-4-isothiazolintrione CN1S(C=CC1=O)(=O)=O